[Si](C)(C)(C(C)(C)C)OC[C@H](NC(=O)C=1N=C(SC1)C1=CC=C(C=C1)NC(CCCCCCl)=O)C(=O)OC methyl O-(tert-butyldimethylsilyl)-N-(2-(4-(6-chlorohexanamido)phenyl)thiazole-4-carbonyl)-L-serinate